CC(CCCCCCCO)(O)C Dimethyl-1,8-octanediol